4-(difluoromethyl)-N-[4-fluoro-5-[1-(5-methoxypyrimidin-2-yl)-3,6-dihydro-2H-pyridin-5-yl]-2-[rac-(3R,5S)-3,4,5-trimethylpiperazin-1-yl]phenyl]-6-oxo-1H-pyridine-3-carboxamide FC(C=1C(=CNC(C1)=O)C(=O)NC1=C(C=C(C(=C1)C1=CCCN(C1)C1=NC=C(C=N1)OC)F)N1C[C@H](N([C@H](C1)C)C)C)F |r|